N-(carbamoyl)-2-methylbenzenesulfonamide C(N)(=O)NS(=O)(=O)C1=C(C=CC=C1)C